FCC([C@H](CC(=O)OC1=C(C=CC=C1)OC)NC(=O)[C@@]1(CC(=NO1)C1=NC=CC2=CC=CC=C12)C(C)C)=O 2-methoxyphenyl (S)-5-fluoro-3-((R)-5-isopropyl-3-(isoquinolin-1-yl)-4,5-dihydroisoxazole-5-carboxamido)-4-oxopentanoate